[I-].[I-].[IH]1[IH]CC=C1 (diiodol) diiodide